C(C1=CC=CC=C1)N1CCC2(CC1)C(C1=CC(=CC=C1C2)OC(F)(F)F)=O benzyl-6-(trifluoromethoxy)spiro[indan-2,4'-piperidin]-1-one